Propane-1,2-diylbis(12-hydroxyoctadecanoate) C(C(C)C(C(=O)[O-])CCCCCCCCCC(CCCCCC)O)C(C(=O)[O-])CCCCCCCCCC(CCCCCC)O